ethyl 5-cyano-6-hydroxy-2-(trifluoromethyl)pyridine-3-carboxylate C(#N)C=1C=C(C(=NC1O)C(F)(F)F)C(=O)OCC